(3-((5-(Isoindolin-4-yl)pyridin-2-yl)methyl)-1,2,3-oxadiazol-3-ium-5-yl)((3-(2-phenylacetamido)-5-(trifluoromethyl)phenyl)carbamoyl)amide C1NCC2=C(C=CC=C12)C=1C=CC(=NC1)C[N+]1=NOC(=C1)[N-]C(NC1=CC(=CC(=C1)C(F)(F)F)NC(CC1=CC=CC=C1)=O)=O